C(C)S(=O)(=O)[O-].OCCN1CCNCC1.[Na+] sodium hydroxyethylpiperazine ethanesulfonate